[Na].N1(CCC1)C(=O)C1=CC(=NN1C(C)C)S(=O)(=O)NC(NC1=C(C=C(C=C1C(C)C)F)C(C)C)=O 5-(Azetidine-1-carbonyl)-N-((4-fluoro-2,6-diisopropylphenyl)carbamoyl)-1-isopropyl-1H-pyrazole-3-sulfonamide, sodium salt